1-(isoindolin-2-yl)-2-((3-isopropoxyadamantan-1-yl)amino)ethan-1-one formate C(=O)O.C1N(CC2=CC=CC=C12)C(CNC12CC3(CC(CC(C1)C3)C2)OC(C)C)=O